(±)-2-(3-((2-(4-bromo-2-methylbenzo[d]oxazol-6-yl)-2-hydroxyethyl)(methyl)amino)-2-(Methoxymethoxy)phenyl)ethyl acetate C(C)(=O)OCCC1=C(C(=CC=C1)N(C)C[C@H](O)C1=CC2=C(N=C(O2)C)C(=C1)Br)OCOC |r|